FC(SC1=CC=C(C=O)C=C1)(F)F 4-((trifluoromethyl)thio)benzaldehyde